8-(2,4-Dichlorophenyl)-9-(4-((1-(3-fluoropropyl)-3-hydroxyazetidin-3-yl)methyl)phenyl)-6,7-dihydro-5H-benzo[7]annulen ClC1=C(C=CC(=C1)Cl)C=1CCCC2=C(C1C1=CC=C(C=C1)CC1(CN(C1)CCCF)O)C=CC=C2